C(C)(=O)OCC (s)-Ethyl Acetate